(2R,4R)-2-ethyl-4-(4-methyl-4H-1,2,4-triazol-3-yl)piperidine hydrochloride Cl.C(C)[C@H]1NCC[C@H](C1)C1=NN=CN1C